8-chloro-4-(3,5-dimethylphenyl)benzo[f]isoquinoline ClC1=CC2=C(C=3C=CN=C(C3C=C2)C2=CC(=CC(=C2)C)C)C=C1